(1R,5S)-N-[2-[(4,4-difluorocyclohexyl)amino]-2-oxo-1-[4-(trifluoromethyl)-3-pyridyl]ethyl]-N-[4-(pentafluoro-λ6-sulfanyl)phenyl]-2-azabicyclo[3.1.0]hexane-1-carboxamide FC1(CCC(CC1)NC(C(C=1C=NC=CC1C(F)(F)F)N(C(=O)[C@@]12NCC[C@H]2C1)C1=CC=C(C=C1)S(F)(F)(F)(F)F)=O)F